ClC1=C(NC(=C1Cl)C)C(=O)NC1=C(C=C(C=C1)C(=O)NN)NC1CCN(CC1)C(=O)OC(C)(C)C tert-butyl 4-((2-(3,4-dichloro-5-methyl-1H-pyrrole-2-carboxamido)-5-(hydrazinecarbonyl)phenyl)amino)piperidine-1-carboxylate